6-[7-[4-fluoro-2-(2-methoxyethoxy)phenyl]-6-(5-prop-2-enoyl-6,7-dihydro-4H-thiazolo[5,4-c]pyridin-2-yl)thieno[3,2-c]pyridin-4-yl]-3,4-dihydro-2H-isoquinolin-1-one FC1=CC(=C(C=C1)C=1C2=C(C(=NC1C=1SC=3CN(CCC3N1)C(C=C)=O)C=1C=C3CCNC(C3=CC1)=O)C=CS2)OCCOC